FC1=C(OC2=C(C(=C(C=C2)NC(=O)C2=NC(=CN=C2)C2=CN=NC=C2)N(CCCNC)C)C(F)(F)F)C=CC=C1 N-(4-(2-fluorophenoxy)-2-(methyl(3-(methylamino)propyl)amino)-3-(trifluoromethyl)phenyl)-6-(pyridazin-4-yl)pyrazine-2-carboxamide